ClC=1C(=NC(=NC1)C#CC1CN(CCC1)CC=1C=C2C(N(C(C2=CC1)=O)C1C(NC(CC1)=O)=O)=O)NC=1C=C2C=C(C(N(C2=CC1)C)=O)OCC(C)=O 5-([3-[2-(5-chloro-4-[[1-methyl-2-oxo-3-(2-oxopropoxy)quinolin-6-yl]amino]pyrimidin-2-yl)ethynyl]piperidin-1-yl]methyl)-2-(2,6-dioxopiperidin-3-yl)isoindole-1,3-dione